Methyl ((chlorocarbonyl)oxy)isobutyrate ClC(=O)OC(C(=O)OC)(C)C